OC=1C=C(C=CC1)C=1C(OC2=CC=C(C=C2C1C)O)C1=CC=C(C=C1)I 3-(3-hydroxyphenyl)-2-(4-iodophenyl)-4-methyl-2H-chromen-6-ol